{6-[4-(tert-butoxycarbonyl)piperazin-1-yl]-5-ethyl-2-{3-oxabicyclo[3.1.0]hexan-6-yl}-7-oxo-[1,2,4]triazolo[1,5-a]pyrimidin-4-yl}acetic acid C(C)(C)(C)OC(=O)N1CCN(CC1)C1=C(N(C=2N(C1=O)N=C(N2)C2C1COCC21)CC(=O)O)CC